N1(C(C=CC=C1)=O)C=1C=NC=CC1 [1,3'-bipyridin]-2-one